Cl.ClC1=CC=C(C=C1)CCC[C@H](N)B1OC(C(O1)(C)C)(C)C (R)-4-(4-chlorophenyl)-1-(4,4,5,5-tetramethyl-1,3,2-dioxaborolan-2-yl)butan-1-amine hydrochloride